FC1=C(C=C(C=C1CC1N(C2CC(C1NS(=O)(=O)C=C)(C2)F)C(=O)OC(C)(C)C)F)C2=CC=CC=C2 tert-Butyl 3-[(2,5-difluoro[biphenyl]-3-yl)methyl]-4-[(ethenylsulfonyl)amino]-5-fluoro-2-azabicyclo[3.1.1]heptane-2-carboxylate